N-(8,9-difluoro-6-oxo-1,4,5,6-tetrahydro-2H-pyrano[3,4-c]isoquinolin-1-yl)-4-fluoro-N-methyl-1H-indole-2-carboxamide FC=1C(=CC=2C3=C(NC(C2C1)=O)COCC3N(C(=O)C=3NC1=CC=CC(=C1C3)F)C)F